[Si](C)(C)(C(C)(C)C)OC[C@H]1N(CC1C#N)C(=O)OC(C)(C)C tert-butyl (2S)-2-(((tert-butyldimethylsilyl)oxy)methyl)-3-cyanoazetidine-1-carboxylate